C1(=CC=C(C=C1)S(=O)(=O)OCCCOC1C[C@H](N(C1)C(=O)OC(C)(C)C)C(=O)OC)C O1-tert-butyl O2-methyl (2S)-4-[3-(p-tolylsulfonyloxy) propoxy]pyrrolidine-1,2-dicarboxylate